C(C)(C)(C)C1=C(O[P@](=O)(OCC)N[C@@H](C)C(=O)OCCN2CCOCC2)C=C(C(=C1)C(C)(C)C)NC(=O)C1=CNC2=CC=CC=C2C1=O 2-Morpholinoethyl ((R)-(2,4-di-tert-butyl-5-(4-oxo-1,4-dihydroquinoline-3-carboxamido)phenoxy)(ethoxy)phosphoryl)-L-alaninate